n-propyl-maleic acid C(CC)/C(/C(=O)O)=C/C(=O)O